ClC1=C(C=C(CNC(C(=O)NC2=CNC3=C2C=NC=C3)=O)C=C1)C(F)(F)F N1-(4-chloro-3-(trifluoromethyl)-benzyl)-N2-(1H-pyrrolo[3,2-c]pyridin-3-yl)oxalamide